CN1N=CC2=CC(=CC(=C12)C)C=1N=C2N(CC1)C=C(C=C2)N2CCN(CC2)CC 2-(1,7-dimethyl-1H-indazol-5-yl)-7-(4-ethylpiperazin-1-yl)-4H-pyrido[1,2-a]pyrimidin